(S)-methyl-3-(3-chlorophenoxy)-2-(tritylamino)propionic acid (S)-methyl ester COC([C@](COC1=CC(=CC=C1)Cl)(NC(C1=CC=CC=C1)(C1=CC=CC=C1)C1=CC=CC=C1)C)=O